tert-butyl 4-(4-(1-methyl-1H-imidazol-5-yl)-6-((3-(trifluoromethyl)phenyl)amino)-1,3,5-triazin-2-yl)-3,6-dihydropyridine-1(2H)-carboxylate CN1C=NC=C1C1=NC(=NC(=N1)NC1=CC(=CC=C1)C(F)(F)F)C=1CCN(CC1)C(=O)OC(C)(C)C